trans-4-(1,3-dimethyl-1H-pyrazol-4-yl)-1-methylpyrrolidin-3-amine CN1N=C(C(=C1)[C@H]1[C@@H](CN(C1)C)N)C